CC(CC#C[C@]1(NC(NC2=CC(=CC=C12)CN1C=NC=CC1=O)=O)C(F)(F)F)C (R)-4-(4-methylpent-1-yn-1-yl)-7-((6-oxopyrimidin-1(6H)-yl)methyl)-4-(trifluoromethyl)-3,4-dihydroquinazolin-2(1H)-one